7-(7-bromo-2-Chloro-6,8-difluoroquinazolin-4-yl)-1,3,7-triazaspiro[4.5]decan-2-one BrC1=C(C=C2C(=NC(=NC2=C1F)Cl)N1CC2(CNC(N2)=O)CCC1)F